C[O-].C[O-].C[O-].C[O-].[Hf+4] hafnium tetra-methoxide